Cl.C(C)C1=CC2=C(C(C=3NC4=CC(=CC=C4C3C2=O)C#N)(C)C)C=C1N1CCC(CC1)N1CCOCC1 9-ethyl-6,6-dimethyl-8-(4-morpholin-4-yl-piperidin-1-yl)-11-oxo-6,11-dihydro-5H-benzo[b]carbazole-3-carbonitrile hydrochloride